C(C)(C)OC1=CN=C(C=C1C(=O)N(C)C)C(NC(NC1=NC=CC=C1C)=S)=N 5-isopropoxy-N,N-dimethyl-2-(N-((3-methyl-pyridin-2-yl)carbamothioyl)carbamimidoyl)isonicotinamide